Methyl 4-((4-phenethoxyquinoline-2-carboxamido)methyl)benzoate C(CC1=CC=CC=C1)OC1=CC(=NC2=CC=CC=C12)C(=O)NCC1=CC=C(C(=O)OC)C=C1